4-(ethoxycarbonyloxy)-8-methoxy-3-(2,5-xylyl)-1-azaspiro[4.5]-dec-3-en-2-one C(C)OC(=O)OC1=C(C(NC12CCC(CC2)OC)=O)C2=C(C=CC(=C2)C)C